benzyl-[2-(2,6-dimethylanilino)-2-oxoethyl]-diethylammonium benzoate C(C1=CC=CC=C1)(=O)[O-].C(C1=CC=CC=C1)[N+](CC)(CC)CC(=O)NC1=C(C=CC=C1C)C